(1aR,5aR)-2-(2,4-Difluoro-phenyl)-1a,2,5,5a-tetrahydro-1H-2,3-diaza-cyclopropa[a]pentalene-4-carboxylic acid (1-methyl-piperidin-4-ylmethyl)-amide CN1CCC(CC1)CNC(=O)C=1C=2C[C@@H]3[C@H](C2N(N1)C1=C(C=C(C=C1)F)F)C3